methyl 4-((1S,3R)-3-(2-(1,8-naphthyridin-2-yl)ethyl)cyclobutoxy)-2-((tert-butoxycarbonyl)amino)but-2-enoate N1=C(C=CC2=CC=CN=C12)CCC1CC(C1)OCC=C(C(=O)OC)NC(=O)OC(C)(C)C